ClC1=C(OC2CCN(CC2)C2=CC=C(N=N2)C(=O)NN)C=CC=C1 6-(4-(2-chlorophenoxy)piperidin-1-yl)pyridazine-3-carbohydrazide